N-(3-triethoxysilylpropyl)-4-hydroxybutyramide CCO[Si](CCCNC(=O)CCCO)(OCC)OCC